N-caproyl-isoleucine C(CCCCC)(=O)N[C@@H]([C@@H](C)CC)C(=O)O